COC=1C=C(C=CC1)O m-Methoxyphenol